5-(5-chloro-2-methyl-3H-imidazo[4,5-b]pyridin-3-yl)-1-methylpyridin-2(1H)-one ClC1=CC=C2C(=N1)N(C(=N2)C)C=2C=CC(N(C2)C)=O